2-methoxyethyl 8-((4-(4-chloro-phenoxy)-piperidin-1-yl)-sulfonyl)-1-(hydroxy-carbamoyl)-3,8-diazabicyclo-[3.2.1]octane-3-carboxylate ClC1=CC=C(OC2CCN(CC2)S(=O)(=O)N2C3(CN(CC2CC3)C(=O)OCCOC)C(NO)=O)C=C1